ClC=1C=C(C=CC1)CC1=CN=C(S1)N 5-[(3-chlorophenyl)methyl]-1,3-thiazole-2-amine